1-chloro-8-nitroindolo[2,1-b]quinazolin-12(5H)-one ClC1=C2C(N3C(NC2=CC=C1)=CC1=CC(=CC=C13)[N+](=O)[O-])=O